C1(CCCC1)C(N)C1CCCC1 Dicyclopentylmethanamine